(hexahydro-1H-azepin-1-yl)-methanone N1(CCCCCC1)C=O